2-methoxy-4-methyl-5-(3-(6-(prop-1-en-2-yl)-3H-imidazo[4,5-b]pyridin-3-yl)phenyl)thiazole tert-butyl-(4-((5,6,7,8-tetrahydroquinolin-8-yl)amino)butyl)carbamate C(C)(C)(C)N(C(O)=O)CCCCNC1CCCC=2C=CC=NC12.COC=1SC(=C(N1)C)C1=CC(=CC=C1)N1C=NC=2C1=NC=C(C2)C(=C)C